(S)-N-(1,3-dihydro-isobenzofuran-5-yl)-N-methyl-3-(6-methyl-4-(trifluoromethyl)-pyridin-2-yl)-2-oxooxazolidine-4-carboxamide C1OCC2=CC(=CC=C12)N(C(=O)[C@H]1N(C(OC1)=O)C1=NC(=CC(=C1)C(F)(F)F)C)C